FC1(CCC(CC1)COC=1C=CC=C2C=C(C=NC12)C(=O)NC(CO)C)F 8-((4,4-difluorocyclohexyl)methoxy)-N-(1-hydroxypropan-2-yl)quinoline-3-carboxamide